N-methyl-dithiocarbamic acid sodium formate C(=O)[O-].[Na+].CNC(S)=S